2-methoxy-5-[[2-[(2R,5S)-5-methyl-2-(1-oxoisoindolin-5-yl)-1-piperidyl]-2-oxo-acetyl]amino]pyridine-3-carboxamide COC1=NC=C(C=C1C(=O)N)NC(C(=O)N1[C@H](CC[C@@H](C1)C)C=1C=C2CNC(C2=CC1)=O)=O